3,4-methylenedioxy-N-propargylamphetamine C1OC=2C=C(CC(NCC#C)C)C=CC2O1